4'-((2-oxaspiro[3.3]heptan-6-yl)methoxy)-2'-chloro-4,5,5',6'-tetrahydro-2H-spiro[furan-3,8'-pyrano[3,4-b]pyridine] C1OCC12CC(C2)COC2=C1C(=NC(=C2)Cl)C2(OCC1)COCC2